6-bromo-8-chloro-4',4'-difluoro-1,5-dioxo-1,5-dihydro-2H-spiro[imidazo[1,5-a]pyridine-3,3'-piperidine]-1'-carboxylic acid tert-butyl ester C(C)(C)(C)OC(=O)N1CC2(C(CC1)(F)F)NC(C=1N2C(C(=CC1Cl)Br)=O)=O